CC(C)(C=CC(C)(OOC(C)(C)C)C)OOC(C)(C)C 2,5-dimethyl-2,5-bis(tert-butylperoxy)hexene